ClC1=NC=C(C(=N1)NC1=CC2=C(N(C(N2CCC(CCO)(C)O)=O)C)C=C1)Cl 5-[(2,5-dichloropyrimidin-4-yl)amino]-3-(3,5-dihydroxy-3-methyl-pentyl)-1-methyl-benzimidazol-2-one